C(#C)C1=C2C(=CC(=CC2=CC=C1F)O)C1=C(C=2N=C(N=CC2C(=N1)N1[C@H](CC1)C)NCC1(COC1)CO)F (S)-5-ethynyl-6-fluoro-4-(8-fluoro-2-(((3-(hydroxymethyl)oxetan-3-yl)methyl)amino)-5-(2-methylazetidin-1-yl)pyrido[4,3-d]pyrimidin-7-yl)naphthalen-2-ol